4,4,4-trifluorobutyl methanesulfonate CS(=O)(=O)OCCCC(F)(F)F